ClC1=C(C(=NN1CC)CC)C=O 5-CHLORO-1,3-DIETHYL-1H-PYRAZOLE-4-CARBALDEHYDE